6-iodo-2-thieno[3,2-c]pyridin-6-yl-quinazolin-4-ol IC=1C=C2C(=NC(=NC2=CC1)C1=CC2=C(C=N1)C=CS2)O